2-N-propylaniline CCCC1=CC=CC=C1N